2-[5-ethylsulfonyl-6-(7-sulfanylimidazo[1,2-a]pyridin-2-yl)-3-pyridyl]-2-methyl-propanenitrile C(C)S(=O)(=O)C=1C=C(C=NC1C=1N=C2N(C=CC(=C2)S)C1)C(C#N)(C)C